3'-Fluoro-4-methyl-N-(6-methylpyridin-2-yl)-[3,4'-bipyridine]-2'-carboxamide FC=1C(=NC=CC1C=1C=NC=CC1C)C(=O)NC1=NC(=CC=C1)C